C(CCC)C1N(S(C2=C(N(C1)C1=CC=CC=C1)C=C(C(=C2)OC[C@@](C(=O)OC)(C)O)SC)(=O)=O)C methyl (R)-3-((3-butyl-2-methyl-7-(methylthio)-1,1-dioxido-5-phenyl-2,3,4,5-tetrahydro-1,2,5-benzothiadiazepin-8-yl)oxy)-2-hydroxy-2-methylpropanoate